C(C1=CC=CC=C1)N(S(=O)(=O)C)C1CCC(CC1)C[C@H]1N[C@H](CC1)[C@@H](O)C1=CC(=CC=C1)F N-benzyl-N-((1S,4r)-4-(((2S,5R)-5-((S)-(3-fluorophenyl)(hydroxy)methyl)pyrrolidin-2-yl)methyl)cyclohexyl)methanesulfonamide